3-(5-((5-((1-(4-((5-chloro-4-((2-(dimethylphosphono)phenyl)amino)pyrimidin-2-yl)amino)-3-methoxyphenyl)piperidin-4-yl)amino)pentyl)thio)-1-oxoisoindolin-2-yl)piperidine-2,6-dione ClC=1C(=NC(=NC1)NC1=C(C=C(C=C1)N1CCC(CC1)NCCCCCSC=1C=C2CN(C(C2=CC1)=O)C1C(NC(CC1)=O)=O)OC)NC1=C(C=CC=C1)P(=O)(OC)OC